2-(1-Methyl-1H-pyrazol-5-yl)-4,5,6,7-tetrahydrothiazolo[5,4-c]pyridine CN1N=CC=C1C=1SC=2CNCCC2N1